2-(chloromethyl)styrene ClCC1=C(C=C)C=CC=C1